N-(2-(2,4-dimethoxypyridin-3-yl)-1-methyl-1H-pyrrolo[2,3-c]pyridin-5-yl)-2-(piperazin-1-ylmethyl)cyclopropane-1-carboxamide COC1=NC=CC(=C1C1=CC=2C(=CN=C(C2)NC(=O)C2C(C2)CN2CCNCC2)N1C)OC